COC(=O)C=1C=CC(=NC1)CN(S(=O)(=O)C)C=1C=C2CN(CC2=CC1)C(=O)OC(C)(C)C tert-butyl 5-(N-((5-(methoxycarbonyl)pyridin-2-yl)methyl)methylsulfonamido)isoindoline-2-carboxylate